6-(6-Chloropyridin-3-yl)-2-methylhexahydropyrrolo[1,2-a]pyrazin ClC1=CC=C(C=N1)C1CCC2N1CCN(C2)C